(2S)-4-(2-Chloro-6-((5,7-dichloro-1-(methoxycarbonyl)-1,2,3,4-tetrahydronaphthalen-1-yl)methyl)-5-Nitropyrimidin-4-yl)-2-(cyanomethyl)piperazine-1-carboxylate ClC1=NC(=C(C(=N1)N1C[C@@H](N(CC1)C(=O)[O-])CC#N)[N+](=O)[O-])CC1(CCCC2=C(C=C(C=C12)Cl)Cl)C(=O)OC